N1(CCC1)C=1C=C2C(=CC=NC2=CC1OC)OC1=CC=C(C=C1)NC(=O)C1(CC1)C(=O)NC1=CC=C(C=C1)F 1-N-[4-[6-(azetidin-1-yl)-7-methoxyquinolin-4-yl]oxyphenyl]-1-N'-(4-fluorophenyl)cyclopropane-1,1-dicarboxamide